FC(C1(OCC(O1)C(=O)O)C(F)(F)F)(F)F 2,2-bis(trifluoromethyl)-4-carboxy-1,3-dioxolane